N-((2R,3R,4R,5R,6R)-2-(1-((5-aminopyridin-2-yl)oxy)-19-oxo-3,6,9,12,15,23,26-heptaoxa-18,20-diazahentriacontan-31-yl)-4,5-dihydroxy-6-(hydroxymethyl)tetrahydro-2H-pyran-3-yl)acetamide NC=1C=CC(=NC1)OCCOCCOCCOCCOCCOCCNC(NCCOCCOCCCCC[C@H]1O[C@@H]([C@@H]([C@@H]([C@H]1NC(C)=O)O)O)CO)=O